CC(=CCOCC=O)CCC=C(C)C 6,10-Dimethyl-3-oxa-5,9-undecadiene-1-aldehyde